N-(6-bromopyridin-2-yl)-4-fluoropyrrolidine-1-carboxamide BrC1=CC=CC(=N1)NC(=O)N1CCC(C1)F